ClC1=C(C(=C(C=C1C(F)(F)F)B1OC(C(O1)(C)C)(C)C)F)OCOC 2-(4-Chloro-2-fluoro-3-(methoxymethoxy)-5-(trifluoromethyl)phenyl)-4,4,5,5-tetramethyl-1,3,2-dioxaborolane